BrC=1C=CC(=C(C1)NC=1OC=C(N1)C(=O)OCC)C Ethyl 2-((5-bromo-2-methylphenyl)amino)oxazole-4-carboxylate